COC1=C(C=C(C(=C1)N1CCN(CC1)C)C=1C=NN(C1)C)NC=1N=C(C2=C(N1)NC=C2)NC=2C=NC1=CC=CN=C1C2P(C)(C)=O (3-((2-((2-methoxy-5-(1-methyl-1H-pyrazol-4-yl)-4-(4-methylpiperazin-1-yl)phenyl)amino)-7H-pyrrolo[2,3-d]pyrimidin-4-yl)amino)-1,5-naphthyridin-4-yl)dimethyl-phosphine oxide